CC1N([SiH2]N(C1)[Si](C)(C)C)[Si](C)(C)C 4-methyl-1,3-bis(trimethylsilyl)-1,3-diaza-2-silacyclopentane